3-bromo-5-methylenepyrrolidone BrC1C(NC(C1)=C)=O